C(#N)[C@@H]1N(C2CC2C1)C1=CC(=NC(=C1)S(=O)(=O)C)NC1=CC(=NC=C1C1=CC=C2C(=N1)OCC(O2)(C)C)NC(C)=O N-(4-((4-((3R)-3-cyano-2-azabicyclo[3.1.0]hexan-2-yl)-6-(methylsulfonyl)pyridin-2-yl)amino)-5-(2,2-dimethyl-2,3-dihydro-[1,4]dioxino[2,3-b]pyridin-6-yl)pyridin-2-yl)acetamide